C(C)OC(=O)C1=CN=C2N1C(=CC(=C2)OC)Br 5-bromo-7-methoxyimidazo[1,2-a]pyridine-3-carboxylic acid ethyl ester